pyridazin-3-yl-piperazine-1-carboxylate N1=NC(=CC=C1)OC(=O)N1CCNCC1